C(C)(=O)N1CCC2(CC1)CC(C1=CC(=CC=C12)C1=C2C=CN=C(C2=CC=C1)N)OC1=C(C(=CC=C1)C)CC(=O)O 2-(2-((1'-acetyl-5-(1-aminoisoquinolin-5-yl)-2,3-dihydrospiro[indene-1,4'-piperidin]-3-yl)oxy)-6-methylphenyl)acetic acid